CC(C(C#CC1=CC=C(C=C1)C)(O)C1=CC=CC=C1)(C)C 4,4-dimethyl-3-phenyl-1-(p-tolyl)pent-1-yn-3-ol